N-butyl-N-ethyl-4-(4-oxopyrrolo[1,2-a]quinoxalin-5-yl)butanamide C(CCC)N(C(CCCN1C(C=2N(C3=CC=CC=C13)C=CC2)=O)=O)CC